1,3-dimethyltetrahydro-2-pyrimidinone CN1C(N(CCC1)C)=O